CC(CCC1CCCCC1)O alpha-methylcyclohexanepropanol